C(C)(=O)N1CCC(CC1)C=1C=C(C(=O)N[C@H](C)C2=CC=CC3=CC=CC=C23)C=CC1 3-(1-acetyl-4-piperidinyl)-N-[(1R)-1-(1-naphthyl)ethyl]Benzamide